FC1=C(C(=CC=C1F)F)C1(N=C(C(=N1)C1=CC(=CC=C1)OC)C1=CC(=CC=C1)OC)C1(N=C(C(=N1)C1=CC(=CC=C1)OC)C1=CC(=CC=C1)OC)C1=C(C(=CC=C1F)F)F 2,2'-bis-(2,3,6-trifluorophenyl)-4,4',5,5'-tetrakis-(3-methoxyphenyl)-biimidazole